ClC1(OC(OC1(F)Cl)(C(F)(F)F)C(F)(F)F)F 4,5-dichloro-4,5-difluoro-2,2-di(trifluoromethyl)-1,3-dioxolane